C(C)(C)(C)OC(=O)O[C@@H]1[C@H]([C@H](N(C1)C(=O)OC(C)(C)C)CC1=CC=C(C=C1)C=1SC=C(C1)C(F)F)OC(=O)OC1=CC=C(C=C1)[N+](=O)[O-] tert-butyl (2R,3S,4S)-4-((tert-butoxycarbonyl)oxy)-2-(4-(4-(difluoromethyl)thiophen-2-yl)benzyl)-3-(((4-nitrophenoxy)carbonyl)oxy)pyrrolidine-1-carboxylate